Cl/C=C/C(=O)O TRANS-3-CHLOROACRYLIC ACID